COC1=CC=CC2=CC3=CC=CC(=C3C=C12)OC 1,8-dimethoxyanthracene